ClC1=CC(=C(N[C@@H](C)C=2C=C(C=C3C(C(=C(OC23)C(C)C)C)=O)C)C=C1)C=1C=C(C2=C(C=NOB2O)C1)F 8-[(1S)-1-[4-chloro-2-(8-fluoro-1-hydroxy-2,3,1-benzoxazaborinin-6-yl)anilino]ethyl]-2-isopropyl-3,6-dimethyl-chromen-4-one